3-chloro-5-((1-((5-(hydroxymethyl)-6-methoxypyridazin-3-yl)methyl)-6-oxo-4-(trifluoromethyl)-1,6-dihydropyrimidin-5-yl)oxy)benzonitrile ClC=1C=C(C#N)C=C(C1)OC1=C(N=CN(C1=O)CC=1N=NC(=C(C1)CO)OC)C(F)(F)F